rac-(2R,4R)-4-aminotetrahydrofuran-2-carboxylic acid methyl ester hydrochloride Cl.COC(=O)[C@@H]1OC[C@@H](C1)N |r|